C[C@H]1CN(CCC1)C1=NC(=NC2=C(C(=C(C=C12)F)C1=CC(=CC2=CC=C(C(=C12)C#C[Si](C(C)C)(C(C)C)C(C)C)F)O[Si](C(C)C)(C(C)C)C(C)C)F)F (R)-3-methyl-1-(2,6,8-trifluoro-7-((Ra)-7-fluoro-8-((triisopropylsilyl)ethynyl)-3-((triisopropylsilyl)oxy)naphthalen-1-yl)quinazolin-4-yl)piperidine